NCC(\C=C\C1=CC=CC=C1)O (3E)-1-amino-4-phenylbut-3-en-2-ol